methyl 2-cyclopropyl-5-[2-(1,3-dioxolan-2-yl)-3-[(4-methoxyphenyl)methoxy]phenyl]pyrazole-3-carboxylate C1(CC1)N1N=C(C=C1C(=O)OC)C1=C(C(=CC=C1)OCC1=CC=C(C=C1)OC)C1OCCO1